methyl 2-fluoro-3-[(2,2,3,3-tetramethyl-4,7,10,13-tetraoxa-3-silapentadecan-15-yl)oxy]-5-(trifluoromethyl)benzoate FC1=C(C(=O)OC)C=C(C=C1OCCOCCOCCOCCO[Si](C(C)(C)C)(C)C)C(F)(F)F